COC1=C(C2=CC=CC(=C2C=C1)C=1C(=NC=CC1)C=1C=C2C(=NC=NC2=CC1)N1CCN(CC1)C(C=CC(C)=O)=O)S(=O)(=O)N 2-methoxy-5-(4-(4-(4-oxopent-2-enoyl)piperazin-1-yl)quinazolin-6-ylpyridin-3-yl)naphthalene-1-sulfonamide